N1CC(C1)C=1C=CC(=NC1)NC(=O)C=1N=C(SC1)C=1N(C=NC1C1=CC=C(C=C1)F)C(C)C N-[5-(azetidin-3-yl)-2-pyridinyl]-2-[5-(4-fluorophenyl)-3-isopropyl-imidazol-4-yl]thiazole-4-carboxamide